OCOC(C(=C)C)=O hydroxymethylmethacrylate